C(CCC)OC1=CC=C(C=C1)C[C@@H](CCCC)N1C=NC=2C=NC=3C=CC=CC3C21 1-[(1R)-1-[(4-butoxyphenyl)methyl]pentyl]imidazo[4,5-c]quinoline